2-[5-ethylsulfonyl-6-(7-sulfanyl-imidazo[1,2-a]pyridin-2-yl)-3-pyridyl]-2-methyl-propanenitrile C(C)S(=O)(=O)C=1C=C(C=NC1C=1N=C2N(C=CC(=C2)S)C1)C(C#N)(C)C